CESIUM SILVER OXIDE [O-2].[Ag+].[Cs+]